tert-butyl 2-[4-[3-cyano-4-[(1R)-1-(2-pyridyl)ethoxy]pyrazolo[1,5-a]pyridin-6-yl]-5-methyl-triazol-1-yl]-7-azaspiro[3.5]nonane-7-carboxylate C(#N)C=1C=NN2C1C(=CC(=C2)C=2N=NN(C2C)C2CC1(C2)CCN(CC1)C(=O)OC(C)(C)C)O[C@H](C)C1=NC=CC=C1